7-amino-N-(2-{3-amino-4-[1-(methoxymethyl)cyclopropoxy]pyrrolidin-1-yl}-5,6,7,8-tetrahydroquinolin-6-yl)-3-methylthieno[2,3-b]pyrazine-6-carboxamide NC1=C(SC2=NC(=CN=C21)C)C(=O)NC2CC=1C=CC(=NC1CC2)N2CC(C(C2)OC2(CC2)COC)N